C(CC)C1CCC(CC1)C1CCC(CC1)CO[C@@H]1CC[C@H](CC1)CCCCC 4-propyl-4'-[[(trans-4-pentylcyclohexyl)oxy]methyl]-1,1'-bicyclohexane